C(C1=CC=CC=C1)OCCC1CCN(CC1)C(C(=O)OC(C)(C)C)C tert-Butyl 2-(4-(2-(benzyloxy)ethyl)piperidin-1-yl)propanoate